FC(C(C)O)(C(C(F)(F)F)(F)F)F 3,3,4,4,5,5,5-heptafluoropentane-2-ol